(R)-6-hydroxy-1-(4-methoxybenzyl)-4-(2-methylpyrrolidin-1-yl)-1H-indazole-7-carbonitrile OC1=CC(=C2C=NN(C2=C1C#N)CC1=CC=C(C=C1)OC)N1[C@@H](CCC1)C